C(C)(C)C1=C(NC2=CC=C(C=C12)C1CCN(CC1)CC(=O)N(C)C)C=1C=C(C=2N(N1)C=CN2)C 2-(4-(3-isopropyl-2-(8-methylimidazo[1,2-b]pyridazin-6-yl)-1H-indol-5-yl)piperidin-1-yl)-N,N-dimethylacetamide